N1(N=NC=C1)C1=CC=C(N=N1)CN1C(C(N(CC1)C12CC(C1)(C2)F)=O)=O 1-((6-(1H-1,2,3-triazol-1-yl)pyridazin-3-yl)methyl)-4-(3-fluorobicyclo[1.1.1]pentan-1-yl)piperazine-2,3-dione